COC1=CC=C(C=C1)C1=NN2C(=NC=3C(=CC=CC3C2=N1)N1CCOCC1)NC=1C(N=CC=CC1)=O (3R)-3-{[2-(4-methoxyphenyl)-7-(morpholin-4-yl)[1,2,4]triazolo[1,5-c]quinazolin-5-yl]amino}azepin-2-one